N[C@H]1C[C@@H](N(CC1)C(=O)OC(C)(C)C)C |r| trans-racemic-tert-butyl 4-amino-2-methylpiperidine-1-carboxylate